ClC1=CC=CC=2N1N=C(C2)[C@@H]2N(CCC1=C2N=CN1)C(=O)C=1OC(=NN1)C=1C=NN(C1)C (R)-(4-(7-chloropyrazolo[1,5-a]pyridin-2-yl)-6,7-dihydro-1H-imidazo[4,5-c]pyridin-5(4H)-yl)(5-(1-methyl-1H-pyrazol-4-yl)-1,3,4-oxadiazol-2-yl)methanone